3-[5-(3-hydroxyprop-1-yn-1-yl)-3-methyl-2-oxo-1,3-benzodiazol-1-yl]piperidine-2,6-dione OCC#CC1=CC2=C(N(C(N2C)=O)C2C(NC(CC2)=O)=O)C=C1